C1(CCCCC1)C(COCC=C)(COCC=C)CCC(C)(C1=CC=CC=C1)C1=CC=CC=C1 2-cyclohexyl-2-(3,3-diphenylbutyl)-1,3-diallyloxypropane